2-[1-(3-chlorobenzene-1-carbonyl)-1,2,3,4-tetrahydroquinolin-6-yl]-N-(4-fluorophenyl)propanamide ClC=1C=C(C=CC1)C(=O)N1CCCC2=CC(=CC=C12)C(C(=O)NC1=CC=C(C=C1)F)C